COCCCN1N=NC2=C1C=C(C=C2)C#CC2=C1C=C(N=CC1=C(N=C2)NC)NC(=O)C2CC2 N-(5-((1-(3-methoxypropyl)-1H-benzo[d][1,2,3]triazol-6-yl)ethynyl)-8-(methylamino)-2,7-naphthyridin-3-yl)cyclopropanecarboxamide